FC1=C(C(=CC=C1)F)C(CC(=O)OC\C=N/NC1=CC=C(C=C1)Cl)=O (2Z)-2-[(4-chlorophenyl) hydrazono]-ethyl 3-(2,6-difluorophenyl)-3-oxo-propionate